2-(3-bromo-4,5-difluorobenzoyl)cyclopentane-1-one BrC=1C=C(C(=O)C2C(CCC2)=O)C=C(C1F)F